2-(Benzylamino)-6,6,6-trifluoro-4-methylhexanoic acid C(C1=CC=CC=C1)NC(C(=O)O)CC(CC(F)(F)F)C